C(=O)O.CNC=1N=C(C(=NC1C=1C2=C(C=NC1)N(C=N2)C)C(=O)N)NC2=CC=C(C=C2)[C@@H](C)N2CCN(CC2)C |o1:31| 5-(Methylamino)-6-(3-methylimidazo[4,5-c]pyridin-7-yl)-3-[4-[rel-(1R)-1-(4-methylpiperazin-1-yl)ethyl]anilino]pyrazine-2-carboxamide formate salt